4,7-bis(hydroxymethyl)-1,4a,5,7a-tetrahydrocyclopenta[c]pyran-1-yl 3-methylbutanoate CC(CC(=O)OC1OC=C(C2C1C(=CC2)CO)CO)C